FC=1C(=C2CCNC2=CC1)C1CCC(CC1)N(C(OC(C)(C)C)=O)C tert-butyl N-[4-(5-fluoroindolin-4-yl) cyclohexyl]-N-methylcarbamate